[SiH2]1C[SiH2]C[SiH2]C[SiH2]C1 1,3,5,7-tetrasilacyclooctane